1-(1-(6-chloro-1-(pyridin-3-yl)-1H-indazol-3-yl)propyl)-3-methyl-1H-pyrazolo[3,4-d]pyrimidin-4-amine ClC1=CC=C2C(=NN(C2=C1)C=1C=NC=CC1)C(CC)N1N=C(C=2C1=NC=NC2N)C